(2E)-3-(3-cyano-1H-indazol-6-yl)-N-(6-methoxy-2,4-dimethylpyridin-3-yl)prop-2-enamide C(#N)C1=NNC2=CC(=CC=C12)/C=C/C(=O)NC=1C(=NC(=CC1C)OC)C